9-chloro-5-(2,6-difluorophenyl)-3,7-dimethyl-1-((2-(trimethylsilyl)ethoxy)methyl)-1,6-dihydropyrazolo[4,3-d]pyrido[4,3-f][1,3]diazepine ClC1=CC=2C3=C(N=C(NC2C(=N1)C)C1=C(C=CC=C1F)F)C(=NN3COCC[Si](C)(C)C)C